(1R,3aR,6aS)-N-((R)-4-hydroxy-3-oxo-1-((S)-2-oxopyrrolidin-3-yl)butan-2-yl)-2-((S)-5-oxo-2-phenylpyrrolidine-2-carbonyl)octahydrocyclopenta[c]pyrrole-1-carboxamide OCC([C@@H](C[C@H]1C(NCC1)=O)NC(=O)[C@@H]1N(C[C@H]2[C@@H]1CCC2)C(=O)[C@@]2(NC(CC2)=O)C2=CC=CC=C2)=O